(3aR,6aS)-3a-fluoro-2-(5-methylthiophene-2-carbonyl)-3,5,6,6a-tetrahydro-1H-cyclopenta[c]pyrrol-4-one F[C@]12[C@H](CN(C1)C(=O)C=1SC(=CC1)C)CCC2=O